(3,4-epoxycyclohexyl)ethyl-ethyldiethoxysilane tert-butyl-(R)-2-(5-fluoro-2-methoxypyridin-3-yl)-4-oxopyrrolidine-1-carboxylate C(C)(C)(C)OC(=O)N1[C@H](CC(C1)=O)C=1C(=NC=C(C1)F)OC.C1(CC2C(CC1)O2)CC[Si](OCC)(OCC)CC